ethyl 4-((methoxycarbonyl)amino)butanoate COC(=O)NCCCC(=O)OCC